5-(4-(difluoromethoxy)-6-(3,3,3-trifluoro-2-methylpropyl)pyridin-3-yl)-1-ethyl-4-methyl-1H-pyrazole-3-carboxylic acid FC(OC1=C(C=NC(=C1)CC(C(F)(F)F)C)C1=C(C(=NN1CC)C(=O)O)C)F